tris(4-methoxy-3,5-dimethyl-phenyl)phosphine COC1=C(C=C(C=C1C)P(C1=CC(=C(C(=C1)C)OC)C)C1=CC(=C(C(=C1)C)OC)C)C